[N+](=O)([O-])C1=CC=C(C=C1)NC=1N=CC2=C(N1)CN(CC2)C(=O)OC(C)(C)C tert-butyl 2-[(4-nitrophenyl) amino]-5H,6H,7H,8H-pyrido[3,4-d]pyrimidine-7-carboxylate